N1=CN=C(C2=C1NC=C2)C=2C=NN(C2)C(CCC#N)CCC#N 4-[4-(7H-pyrrolo[2,3-d]pyrimidin-4-yl)-1H-pyrazol-1-yl]-heptanedinitrile